2-Methyl-2-[2-[4-[5-[(7S)-7-(3-oxa-6-azabicyclo[3.1.1]heptan-6-yl)-6,7,8,9-tetrahydro-5H-benzo[7]annulen-3-yl]-1H-pyrazolo[3,4-b]pyridine-3-yl]phenyl]pyridine-3-yl]propanenitrile CC(C#N)(C)C=1C(=NC=CC1)C1=CC=C(C=C1)C1=NNC2=NC=C(C=C21)C2=CC1=C(CC[C@@H](CC1)N1C3COCC1C3)C=C2